COC1=CC=C(C=C1)C[C@H](C1=CC=CC=C1)\N=C(\C1=CC=C(C=C1)C(F)(F)F)/C#N (R,Z)-N-(2-(4-methoxyphenyl)-1-phenylethyl)-4-(trifluoromethyl)benzimidoyl cyanide